BrC1=CC=C2C=CC(=CC2=C1)S(=O)(=O)NC1(CC1)C 7-bromo-N-(1-methylcyclopropyl)naphthalene-2-sulfonamide